COC(C1CCN(CC1)C1=CC=C(C=C1)[C@H]1C=2C=CC(=CC2CC[C@@H]1CC(C)C)O)OC |&1:15| (SR,6R)-5-(4-(4-(Dimethoxymethyl)piperidin-1-yl)phenyl)-6-isobutyl-5,6,7,8-tetrahydronaphthalen-2-ol